P(=O)([O-])([O-])N=[N+]=[N-] azidophosphate